4-decyl-1,4-oxazepane-5,7-dione C(CCCCCCCCC)N1CCOC(CC1=O)=O